ClC1=C2C(=CNC2=C(C=C1)NS(=O)(=O)C=1C=NN(C1F)C1(COC1)C)C#N N-(4-Chloro-3-cyano-1H-indol-7-yl)-5-fluoro-1-(3-methyloxetan-3-yl)pyrazol-4-sulfonamid